The molecule is an allenic octadecatrienic acid having the allenic group at position 5 and a trans double bond at the 16-position. It is an allenic fatty acid and an octadecatrienoic acid. C/C=C/CCCCCCCCC=C=CCCCC(=O)O